tin chloride trifluoride boron [B].[Sn](F)(F)(F)Cl